C(CCCCCCCCCCCCCCCCC)C1=C(C(=C(C(=O)O)C=C1)O)O octadecyl-dihydroxybenzoic acid